4-(3-(difluoromethyl)-4-nitro-1H-pyrazol-1-yl)piperidine-1-carboxylate FC(C1=NN(C=C1[N+](=O)[O-])C1CCN(CC1)C(=O)[O-])F